6-methoxy-2-hexanone COCCCCC(C)=O